[N-](S(=O)(=O)C(F)(F)F)S(=O)(=O)C(F)(F)F.CN1CN(C=C1)CCC 1-methyl-3-propylimidazole bistrifluoromethanesulfonimide salt